N-(4-(4-amino-7-methyl-7H-pyrrolo[2,3-d]pyrimidin-5-yl)-3-methylphenyl)-2-(4-fluorophenyl)acetamide NC=1C2=C(N=CN1)N(C=C2C2=C(C=C(C=C2)NC(CC2=CC=C(C=C2)F)=O)C)C